C(C)(C)(C)NCCCCCCCCCCCCN N-(tert-butyl)dodecane-1,12-diamine